C(C1=CC=CC=C1)N(CC1=CC=CC=C1)CC1(C[C@H](N(C1)C(=O)OC(C)(C)C)C(=O)OC)O 1-(tert-butyl) 2-methyl (2S)-4-((dibenzylamino)methyl)-4-hydroxypyrrolidine-1,2-dicarboxylate